7,8-Dichloro-10-(isoxazol-4-yl)-1-methyl-3,4,5,6-tetrahydroazepino[4,5-b]indol-2(1H)-one ClC1=C(C=C(C=2C3=C(NC12)CCNC(C3C)=O)C=3C=NOC3)Cl